ClC=1C=C(C(=C(C1)OC(C(C)C)=O)O)C=NC=1C=NC=CC1.CN(C1=C(C(=O)NCC2=CC(=CC=C2)C=2SC=CN2)C=C(C=C1)NC(C1=CC=C(C=C1)OC)=O)C 2-(dimethylamino)-5-(4-methoxybenzoylamino)-N-(3-(thiazol-2-yl)benzyl)benzamide 5-chloro-2-hydroxy-3-((pyridin-3-ylimino)methyl)phenyl-isobutyrate